CC1=C(C=CC=C1C)N1CCN(CC1)C1=CC=C(C=C1)[N+](=O)[O-] 1-(2,3-dimethylphenyl)-4-(4-nitrophenyl)piperazine